BrC1=NC=CC(=N1)C(CC)=O 1-(2-Bromopyrimidin-4-yl)propan-1-one